6-methyl-2-azaspiro[3.3]heptane-2-carboxylic acid tert-butyl ester C(C)(C)(C)OC(=O)N1CC2(C1)CC(C2)C